C(C)OC(=O)C1=C(OC2=C1C=1N(C(=N2)NC2=CC=CC=C2)C(=NN1)C(C)C1=CC=C(C=C1)CC(C)C)C 8-methyl-5-(phenylamino)-3-(1-(4-isobutylphenyl)ethyl)furo[3,2-e][1,3,4]triazolo[1,5-c]pyrimidine-9-carboxylic acid ethyl ester